ClC1=C(C=C(C=C1NC1=NC=2N(C(=N1)NCC(F)F)N=CC2C#N)C#N)N2CCN(CC2)C(=O)OC(C)(C)C tert-butyl 4-(2-chloro-5-cyano-3-((8-cyano-4-((2,2-difluoroethyl) amino)pyrazolo[1,5-a][1,3,5]triazin-2-yl)amino)phenyl)piperazine-1-carboxylate